heptadecane-3,4-diol CCC(C(CCCCCCCCCCCCC)O)O